(R)-tert-butyl 3-((6-(6-(2-oxoimidazolidin-1-yl)imidazo[1,2-a]pyrazin-3-yl)pyridin-2-yl)amino)piperidine-1-carboxylate O=C1N(CCN1)C=1N=CC=2N(C1)C(=CN2)C2=CC=CC(=N2)N[C@H]2CN(CCC2)C(=O)OC(C)(C)C